((2-(5-cyanopyridin-2-yl)ethyl)amino)-2-phenylacetic acid ethyl ester C(C)OC(C(C1=CC=CC=C1)NCCC1=NC=C(C=C1)C#N)=O